C(C)(C)(C)OC(=O)N1CCN(CC1)C=1C=NC(=C(C1)F)C(=O)OC 4-(5-fluoro-6-(methoxycarbonyl)pyridin-3-yl)piperazine-1-carboxylic acid tert-butyl ester